N12NCCC(CC1)C2C(=O)[O-] diazabicyclo[3.2.1]octane-8-carboxylate